N-(1-(5-bromopyrimidin-2-yl)-3,3-dimethylcyclobutyl)-2-methylpropane-2-sulfinamide BrC=1C=NC(=NC1)C1(CC(C1)(C)C)NS(=O)C(C)(C)C